p-hydroxybenzoaldehyde oxime OC1=CC=C(C=NO)C=C1